FC=1C=C(C=C(C1)F)CNC(=O)C=1C(=NC(=CC1C)N1CCOCC1)SCC N-[(3,5-Difluoro-phenyl)-methyl]-2-ethylsulfanyl-4-methyl-6-morpholin-4-yl-pyridine-3-carboxylic acid amide